((2-(methylamino)ethyl)amino)methanol CNCCNCO